BrC(C(OC=1C=C2CCC(N(C2=NC1)C1CC(C1)(C([2H])([2H])[2H])O)=O)([2H])[2H])([2H])[2H] 6-[2-bromo(1,1,2,2-2H4)ethoxy]-1-[(cis)-3-hydroxy-3-(2H3)methylcyclobutyl]-3,4-dihydro-1,8-naphthyridin-2-one